(3R,4S)-3-cyclopropyl-1-[6-[1-[(3R*)-5,5-difluorooxan-3-yl]pyrazol-4-yl]pyrrolo[1,2-b]pyridazin-4-yl]-4-methyl-2-oxopyrrolidine-3-carbonitrile C1(CC1)[C@]1(C(N(C[C@H]1C)C=1C=2N(N=CC1)C=C(C2)C=2C=NN(C2)[C@H]2COCC(C2)(F)F)=O)C#N |o1:23|